2-Nonyl-2-isopropyl-1,3-diethoxypropane C(CCCCCCCC)C(COCC)(COCC)C(C)C